CC(C(C)CP(O)(=O)F)(C)C.CP(OC(C(C)(C)C)C)(F)=O Soman (3,3-Dimethylbutan-2-yl methylphosphonofluoridate)